4-((3R,4R)-4-((5-cyclopropyl-3-(2-(trifluoromethoxy)phenyl)isoxazol-4-yl)methoxy)-3-fluoropiperidin-1-yl)benzonitrile C1(CC1)C1=C(C(=NO1)C1=C(C=CC=C1)OC(F)(F)F)CO[C@H]1[C@@H](CN(CC1)C1=CC=C(C#N)C=C1)F